FC(C=1C=C(OC=2C=C(C=NC2)NC(C=C)=O)C=CC1)(F)F N-[5-{3-(trifluoromethyl)phenoxy}pyridin-3-yl]acrylamide